C(C)(C)(C)OC(=O)N[C@@H]1[C@@H](CCCC1)NC1=NC=2N(C=C1)N=CC2C(=O)NC=2C(=NN(C2)CC(=O)OC)C(N)=O methyl [4-({[5-({(1R,2S)-2-[(tert-butoxycarbonyl)amino]cyclohexyl}amino)pyrazolo[1,5-a]pyrimidin-3-yl]carbonyl}amino)-3-carbamoyl-1H-pyrazol-1-yl]acetate